N-methyl-methylamine hydrochloride Cl.CNC